NC1=NN2C(C=C(C=C2)C#N)=C1C1CCC1 2-amino-3-cyclobutylpyrazolo[1,5-a]pyridine-5-carbonitrile